F[P-](F)(F)(F)(F)F.NN1CN(C=C1)N 1,3-diaminoimidazole hexafluorophosphate